O=C1NC(CC[C@H]1C1=NN(C2=CC(=CC=C12)N1CCC(CC1)CC(=O)O)C)=O 2-[1-[3-[(3S)-2,6-dioxo-3-piperidinyl]-1-methyl-indazol-6-yl]-4-piperidinyl]acetic acid